C(C1=CC=CC=C1)OC1=NC(=NC2=C(C(=C(C=C12)I)Br)F)Cl 4-(benzyloxy)-7-bromo-2-chloro-8-fluoro-6-iodoquinazoline